C(C(C)C)[AlH]CC(C)C Diisobutylalumane